C(N)(=O)N1CC(CCC1)C(=O)N1CCC2(C(C2)CNC(=O)C2=CC=3C(=CN=CC3)O2)CC1 N-[[6-(1-carbamoylpiperidine-3-carbonyl)-6-azaspiro[2.5]octan-2-yl]methyl]furo[2,3-c]pyridine-2-carboxamide